C(C)(C)(C)OC1CCNC1 4-tert-butoxy-pyrrolidine